3-fluoro-2-methyl-6-(trifluoromethyl)-phenylacetic acid FC=1C(=C(C(=CC1)C(F)(F)F)CC(=O)O)C